N-(4-(dimethylamino)phenyl)-2-(6-fluoro-9-methyl-2,3,4,9-tetrahydro-1H-pyrido[3,4-b]indol-4-yl)propionamide CN(C1=CC=C(C=C1)NC(C(C)C1CNCC=2N(C3=CC=C(C=C3C21)F)C)=O)C